FC1=C(C=CC=C1)C1=CC(=NO1)C(=O)N 5-(2-fluorophenyl)isoxazole-3-carboxamide